FC(C(C(=O)Cl)=C(F)F)(F)F 2-(trifluoromethyl)perfluoroacryloyl chloride